Tert-butyl (8aS)-6-chloro-4-fluoro-5-(5-fluoro-1H-benzotriazol-4-yl)-8a,9,11,12-tetrahydropyrazino[2',1':3,4][1,4]oxazepino[5,6,7-de]quinazoline-10(8H)-carboxylate ClC1=C2C3=C(N=CN=C3C(=C1C1=C(C=CC=3NN=NC31)F)F)N3[C@H](CO2)CN(CC3)C(=O)OC(C)(C)C